[Na].BrC1=CC(=C(O[C@@H](C)C=2N=NNN2)C=C1)F 5-[(1S)-1-(4-bromo-2-fluorophenoxy)ethyl]-2H-tetrazole, sodium salt